diiodoplatinum(ii) I[Pt]I